1-(5-(6-fluoro-2',7-dimethyl-1H,2'H-[3,4'-biindazol]-1-yl)pyridin-2-yl)piperidine-4-carboxylic acid FC1=CC=C2C(=NN(C2=C1C)C=1C=CC(=NC1)N1CCC(CC1)C(=O)O)C=1C2=CN(N=C2C=CC1)C